6-bromoindoline-2,3-dione BrC1=CC=C2C(C(NC2=C1)=O)=O